COCCC(=O)N1CCN(CC1)C(=O)OC(C)(C)C tert-Butyl 4-(3-methoxypropanoyl)piperazine-1-carboxylate